COCCNC1=C(COC2=C3CN(C(C3=CC=C2)=O)[C@@H]2C(NC(CC2)=O)=O)C=CC(=C1)CN1CCOCC1 (S)-3-(4-((2-((2-methoxyethyl)amino)-4-(morpholinomethyl)benzyl)oxy)-1-oxoisoindolin-2-yl)piperidine-2,6-dione